CC1C(CCCC1C)NCCCN 2,3-dimethyl-monoaminopropylcyclohexylamine